(S)-ethyl 2-(4-(3-(3-bromo-2-methylphenoxy)propyl)-3-(trifluoromethyl)piperazin-1-yl)acetate BrC=1C(=C(OCCCN2[C@@H](CN(CC2)CC(=O)OCC)C(F)(F)F)C=CC1)C